(S)-2-((5-chloro-3-((4-(cyclopentanecarbonyl)-3-methylpiperazin-1-yl)methyl)-2-methylphenyl)amino)benzo[d]thiazole-5-carbonitrile ClC=1C=C(C(=C(C1)NC=1SC2=C(N1)C=C(C=C2)C#N)C)CN2C[C@@H](N(CC2)C(=O)C2CCCC2)C